Cl.C1(CC1)NC1=NC(=CC2=C1N(C=N2)C(C)C)C2=CC=C1C(=C2)N(C(C12CCNCC2)=O)C2CC(C2)N2CCCCC2 6-(4-(cyclopropylamino)-3-isopropyl-3H-imidazo[4,5-c]pyridin-6-yl)-1-((1s,3s)-3-(piperidin-1-yl)cyclobutyl)spiro[indoline-3,4'-piperidin]-2-one hydrochloride